2-[4-({4-[2-(2,6-Dioxopiperidin-3-yl)-1,3-dioxo-2,3-dihydro-1H-isoindol-4-yl]piperazin-1-yl}methyl)piperidin-1-yl]acetic acid O=C1NC(CCC1N1C(C2=CC=CC(=C2C1=O)N1CCN(CC1)CC1CCN(CC1)CC(=O)O)=O)=O